ClC1=C(CN2C(N([C@H](C3=CC=C(C=C23)C(=O)NCC2=CC(=CC(=C2)O)F)C)C)=O)C(=CC=C1)F (S)-1-(2-chloro-6-fluorobenzyl)-N-(3-fluoro-5-hydroxybenzyl)-3,4-dimethyl-2-oxo-1,2,3,4-tetrahydroquinazoline-7-carboxamide